4-cyclopropyl-7-(2-((2-ethyl-4-(4-ethylpiperazin-1-yl)phenyl)amino)-5-(trifluoromethyl)pyrimidin-4-yl)-3,4-dihydrothieno[2,3-f][1,4]thiazepin-5(2H)-one 1,1-dioxide C1(CC1)N1CCS(C2=C(C1=O)SC(=C2)C2=NC(=NC=C2C(F)(F)F)NC2=C(C=C(C=C2)N2CCN(CC2)CC)CC)(=O)=O